CC=1C(=C2C=CNC2=C(C1)C)C[C@H]1[C@@H](CN(CC1)CC(F)(F)F)C1=CC=C(C(=O)O)C=C1 4-((3R,4R)-4-((5,7-dimethyl-1H-indol-4-yl)methyl)-1-(2,2,2-trifluoroethyl)piperidin-3-yl)benzoic acid